1-[(3S,5R)-5-(methoxymethyl)-1-(prop-2-enoyl)pyrrolidin-3-yl]-5-(methylamino)-3-[2-(1-methylindol-4-yl)ethynyl]Pyrazole-4-carboxamide COC[C@H]1C[C@@H](CN1C(C=C)=O)N1N=C(C(=C1NC)C(=O)N)C#CC1=C2C=CN(C2=CC=C1)C